1-(4-(3-(1,2,3,4-tetrahydroisoquinolin-6-yl)-1-tosyl-1H-pyrrolo[2,3-b]pyridin-5-yl)benzyl)piperidin-3-ol C1NCCC2=CC(=CC=C12)C1=CN(C2=NC=C(C=C21)C2=CC=C(CN1CC(CCC1)O)C=C2)S(=O)(=O)C2=CC=C(C)C=C2